L-Isoleucine Methyl ester hydrochloride Cl.COC([C@@H](N)[C@@H](C)CC)=O